4-(4-methoxyphenyl)-6,7-dimethyl-2-[2-(oxetan-3-yl)-4-pyridyl]phthalazin-1-one COC1=CC=C(C=C1)C1=NN(C(C2=CC(=C(C=C12)C)C)=O)C1=CC(=NC=C1)C1COC1